Cl.C1NCC2=CC(=CC=C12)C1=CC=NO1 5-(isoindolin-5-yl)isoxazole hydrochloride